N-((R)-tetrahydro-2H-pyran-3-yl)azetidine-2-carboxamide O1C[C@@H](CCC1)NC(=O)C1NCC1